FC(COC=1C=C(C=NC1)NS(=O)(=O)C)(C)F N-[5-(2,2-difluoropropoxy)-3-pyridyl]methanesulfonamide